C1=NC=CC=2C(=CC=CC12)B1OC(C)(C)C(C)(C)O1 isoquinoline-5-boronic acid pinacol ester